O[C@@H]1C[C@@H]2CC[C@H]3[C@@H]4CC[C@H](CCO)[C@]4(CC[C@@H]3[C@]2(CC1)C)C 3β-hydroxy-5α-pregnan-ol